BrC1=C(C=CC=C1)C(C)C#CC1=CC=CC=C1 1-Bromo-2-(4-phenylbut-3-yn-2-yl)benzene